3-(3-Hydroxy-4-methoxyphenyl)-3,4-dihydro-2H-1-benzopyran OC=1C=C(C=CC1OC)C1COC2=C(C1)C=CC=C2